(20-(ethylamino)-20-oxoarachidyl)glycine C(C)NC(CCCCCCCCCCCCCCCCCCCNCC(=O)O)=O